(N-Boc-L-phenylalanyl)-2-N-butyryl-D-glucosamine C(=O)(OC(C)(C)C)N[C@@H](CC1=CC=CC=C1)C(=O)C1(O)[C@H](NC(CCC)=O)[C@@H](O)[C@H](O)[C@H](O1)CO